2-[cyano(methylsulfonyl)methyl]hydrazine C(#N)C(NN)S(=O)(=O)C